((1R,3S)-3-aminocyclobutyl)((S)-3-methyl-4-(5-(trifluoromethyl)pyrimidin-2-yl)piperazine-1-yl)methanone hydrochloride Cl.NC1CC(C1)C(=O)N1C[C@@H](N(CC1)C1=NC=C(C=N1)C(F)(F)F)C